C12CCC(CC1)N2C(=O)C2=C(C=CC=C2)/C=C/C(=O)NO (E)-3-(2-(7-azabicyclo[2.2.1]heptane-7-carbonyl)phenyl)-N-hydroxyacrylamide